(E)-methyl 21-methyl-1-(tosyloxy)-3,6,9,12,15,18-hexaoxa-21-azapentacos-23-en-25-oate CN(CCOCCOCCOCCOCCOCCOCCOS(=O)(=O)C1=CC=C(C)C=C1)C\C=C\C(=O)OC